NC1=C(OCCCCN2CCN(CC2)C(=O)OC(C)(C)C)C=CC=C1O tert-Butyl 4-[4-(2-amino-3-hydroxyphenoxy)butyl]piperazine-1-carboxylate